4,5-diamino-1,2-cyclohexanediol NC1CC(C(CC1N)O)O